L-leucyl-L-arginyl-L-prolyl-D-alaninamide N[C@@H](CC(C)C)C(=O)N[C@@H](CCCNC(N)=N)C(=O)N1[C@@H](CCC1)C(=O)N[C@H](C)C(=O)N